(2s,4r)-4-((tert-butyldimethylsilyl)oxy)-5-hydroxypyrrolidine-1,2-dicarboxylic acid 1-(tert-butyl) 2-methyl ester COC(=O)[C@H]1N(C([C@@H](C1)O[Si](C)(C)C(C)(C)C)O)C(=O)OC(C)(C)C